2-(p-dimethylaminophenyl-ethenylidene)benzothiazole CN(C1=CC=C(C=C1)C=C=C1SC2=C(N1)C=CC=C2)C